1-(3-((4-amino-6-chloro-1H-pyrazolo[3,4-d]pyrimidin-1-yl)methyl)phenyl)-N-(2-hydroxyethyl)-N-methylmethanesulfonamide NC1=C2C(=NC(=N1)Cl)N(N=C2)CC=2C=C(C=CC2)CS(=O)(=O)N(C)CCO